CN1CCC[C@H]1C2=C[N+](=CC=C2)[O-] Nicotine-N-oxide